C1=CC=CC=2C3=CC=CC=C3C(C12)COC(=O)N[C@@H](C(C)C)C(=O)N[C@@H](CCCCNC(=O)OC(C)(C)C)C(=O)O N2-((((9H-fluoren-9-yl)methoxy)carbonyl)-L-valyl)-N6-(tert-butoxycarbonyl)-L-lysine